ClC1=NC=CC2=C1CC(C2)C=O 1-chloro-6,7-dihydro-5H-cyclopenta[c]Pyridine-6-carbaldehyde